3-(5-(((1-(3-(2,3-dichlorophenyl)-1H-pyrazolo[3,4-b]pyrazin-6-yl)-4-methylpiperidine-4-yl)amino)methyl)-7-fluoro-1-oxoisoindolin-2-yl)piperidine-2,6-dione ClC1=C(C=CC=C1Cl)C1=NNC2=NC(=CN=C21)N2CCC(CC2)(C)NCC=2C=C1CN(C(C1=C(C2)F)=O)C2C(NC(CC2)=O)=O